BrC=1C(=NC=CC1)C Bromopicoline